NC1=NC(=CC(=N1)NCCCNC(OC(C)(C)C)=O)C tert-Butyl (3-((2-amino-6-methylpyrimidin-4-yl)amino)propyl)carbamate